FC=1C=C(C=CC1OC1=CC=NC2=CC(=C(C=C12)OC)NC(CCN1CCOCC1)=O)NC(=O)C1=C2C(=CN(C1=O)C1=CC=C(C=C1)F)CCO2 N-(3-fluoro-4-{[6-methoxy-7-(3-morpholinopropanamido)quinolin-4-yl]oxy}phenyl)-5-(4-fluorophenyl)-6-oxo-2,3,5,6-tetrahydrofuro[3,2-c]pyridine-7-carboxamide